N1=CNC=2C=NCCC21 6,7-dihydro-3H-imidazo[4,5-c]pyridine